9-(4,5-dihydro-1H-imidazol-2-ylmethoxy)-5,6-dimethyl-pyrido[4,3-b]carbazole N1C(=NCC1)COC1=CC=2C=3C=C4C(=C(C3N(C2C=C1)C)C)C=CN=C4